Dimethyl(4-(4-(methyl(3-methylbenzyl)amino)-7H-pyrrolo[2,3-d]pyrimidin-6-yl)phenyl)phosphine oxide CP(C1=CC=C(C=C1)C1=CC2=C(N=CN=C2N(CC2=CC(=CC=C2)C)C)N1)(C)=O